FC1=C(C=CC=C1F)[C@@H]1N(OCC1)C1=CC(=NC=N1)NC1=C(C=C(C=C1)N1CCC(CC1)N1C[C@@H](N(CC1)C)C)OC 6-((R)-3-(2,3-difluorophenyl)isoxazolidin-2-yl)-N-(4-(4-((S)-3,4-dimethylpiperazin-1-yl)piperidin-1-yl)-2-methoxy-phenyl)pyrimidin-4-amine